BrC1=CC(=C(C#N)C=C1N1[C@@H](COCC1)CO)[N+](=O)[O-] (R)-4-bromo-5-(3-(hydroxymethyl)morpholino)-2-nitrobenzonitrile